tert-butyl (R)-2-(aminomethyl)indoline-1-carboxylate NC[C@@H]1N(C2=CC=CC=C2C1)C(=O)OC(C)(C)C